C=CCCCCCC OCT-EN